1-Benzyl-N-((6R)-2-(2,2-difluorocyclopropyl)-4-methyl-5-oxo-5,6,7,8-tetrahydro-4H-pyrazolo[1,5-a][1,3]diazepin-6-yl)-1H-1,2,4-triazol-3-carboxamid C(C1=CC=CC=C1)N1N=C(N=C1)C(=O)N[C@H]1C(N(C=2N(CC1)N=C(C2)C2C(C2)(F)F)C)=O